2-(4-amino-8-methyl-6-(pyridin-3-yl)-9H-pyrimido[4,5-b]indol-9-yl)acetic acid NC1=NC=NC=2N(C3=C(C=C(C=C3C21)C=2C=NC=CC2)C)CC(=O)O